sodium bis(trifluoroethyl) phosphate P(=O)(OCC(F)(F)F)(OCC(F)(F)F)[O-].[Na+]